tert-butyl (1-acetylpiperidin-4-yl)(4-(3-chloro-4-(2-chloro-3-(3-formyl-1-methyl-1H-pyrrolo[2,3-b]pyridin-6-yl)phenyl)pyridin-2-yl)-2-methoxybenzyl)carbamate C(C)(=O)N1CCC(CC1)N(C(OC(C)(C)C)=O)CC1=C(C=C(C=C1)C1=NC=CC(=C1Cl)C1=C(C(=CC=C1)C1=CC=C2C(=N1)N(C=C2C=O)C)Cl)OC